C(C)(C)(C)P(C(C)(C)C)CC1=C(C=C(C(=C1)CP(C(C)(C)C)C(C)(C)C)CP(C(C)(C)C)C(C)(C)C)CP(C(C)(C)C)C(C)(C)C 1,2,4,5-tetra(di-t-butylphosphinomethyl)benzene